thiol-acrylate S1C(=CC=C1)C=CC(=O)[O-]